tris-(2-hydroxy-ethyl)amine OCCN(CCO)CCO